N-(2-((3-(2,6-difluoro-3,5-dimethoxyphenyl)-1-ethyl-2-thioxo-1,2,3,4-tetrahydropyrido[4,3-d]pyrimidin-7-yl)amino)-3-methylphenyl)acrylamide FC1=C(C(=C(C=C1OC)OC)F)N1C(N(C2=C(C1)C=NC(=C2)NC2=C(C=CC=C2C)NC(C=C)=O)CC)=S